(Z)-3-HEXENYL FORMATE C(=O)OCC\C=C/CC